CC(C)[C@H](CC[C@@](C)([C@H]1CC[C@@H]\\2[C@@]1(CCC/C2=C\\C=C/3\\C[C@H](CCC3=C)O)C)O)O The molecule is a hydroxycalciol that consists of vitamin D3 (calciol) carrying additional hydroxy groups at positions 20 and 24 (both with S-configuration). It has a role as a human metabolite. It is a hydroxycalciol, a triol and a member of D3 vitamins.